C1(=CC=CC=C1)NC(=O)C1=CC2=C(NC(=N2)C2=CC=C(C=C2)NC(=O)C2=CN=CO2)C=C1 2-{4-[(oxazole-5-carbonyl)-amino]-phenyl}-1H-benzimidazole-5-carboxylic acid phenylamide